CC1=C(OCCCC(C(=O)[O-])(C)C)C=C(C=C1)C 5-(2,5-dimethylphenoxy)-2,2-dimethylpentanoate